Cl.NC1CC(CC1)C(=O)O 3-aminocyclopentane-1-carboxylic acid hydrochloride